(1s,4s)-4-((2-((2-(1-(Cyclopropylsulfonyl)-1H-pyrazol-4-yl)pyrimidin-4-yl)amino)-5-(6,7-dihydro-5H-pyrrolo[1,2-a]imidazol-2-yl)pyridin-4-yl)amino)-1-methylcyclohexan-1-ol C1(CC1)S(=O)(=O)N1N=CC(=C1)C1=NC=CC(=N1)NC1=NC=C(C(=C1)NC1CCC(CC1)(O)C)C=1N=C2N(C1)CCC2